(3R)-3-({3-Chloro-7H-imidazo[4,5-c]pyridazin-7-yl}methyl)piperidine hydrochloride Cl.ClC1=CC2=C(N=N1)N(C=N2)C[C@H]2CNCCC2